CO.[C] carbon (methanol)